O[C@@H](C(=O)N(C)C)CN1N=CC(=C1)CN1[C@H](C[C@@]2(CC1)OCCC1=C2SC(=C1CO)C(F)(F)F)C (2R)-2-hydroxy-3-[4-[[(2'S,7R)-3-(hydroxymethyl)-2'-methyl-2-(trifluoromethyl)spiro[4,5-dihydrothieno[2,3-c]pyran-7,4'-piperidine]-1'-yl]methyl]pyrazol-1-yl]-N,N-dimethyl-propanamide